3-(4-hydroxytetrahydro-2H-pyran-4-yl)-N-(3-methyl-1,1-dioxidothietan-3-yl)-1H-indazole-5-carboxamide OC1(CCOCC1)C1=NNC2=CC=C(C=C12)C(=O)NC1(CS(C1)(=O)=O)C